3-Methylbenzo[d]oxazol-2(3H)-one-5-boronic acid pinacol ester CN1C(OC2=C1C=C(C=C2)B2OC(C)(C)C(C)(C)O2)=O